N1(CCCC1)C(=O)OC(C)(C)C tert-Butyl pyrrolidine-1-carboxylate